FC1=C(C=CC(=C1)F)C1=C(C=2C=CC(=CC2CC1)O)C1=CC=C(C=C1)N1CCN(CC1)C(C)C 6-(2,4-Difluorophenyl)-5-(4-(4-isopropylpiperazin-1-yl)phenyl)-7,8-dihydronaphthalen-2-ol